CNC(=O)C1=NC=C(C(=C1)C)NC1=NC=C2N(C(N(C2=N1)C1CCOCC1)=O)C N,4-dimethyl-5-((7-methyl-8-oxo-9-(tetrahydro-2H-pyran-4-yl)-8,9-dihydro-7H-purin-2-yl)amino)pyridineamide